2-methyl-8-(4,4,5,5-tetramethyl-1,3,2-dioxaborolan-2-yl)-imidazo[2,1-a]isoquinoline CC=1N=C2N(C=CC3=CC(=CC=C23)B2OC(C(O2)(C)C)(C)C)C1